8-[bis(mercaptomethylthio)methyl]-3,4,12,13-tetra(mercaptomethylthio)-1,15-dimercapto-2,5,7,9,11,14-hexathiapentadecane SCSC(C(SCSC(C(SCS)SCS)SCS)SCSC(C(SCS)SCS)SCS)SCS